C(CCC)OS(=O)(=O)[O-].C(C1=CC=CC=C1)[NH+](CCC([Si](OC)(OC)OC)C=1CC(C=CC1)=O)CC1=CC=CC=C1 N,N-dibenzyl-3-oxo-3-phenyl-N-(3-(trimethoxysilyl)propyl)ammonium butyl-sulfate